2-(4-bromophenyl)-3-phenyl-3H-imidazo[4,5-b]pyridine BrC1=CC=C(C=C1)C1=NC=2C(=NC=CC2)N1C1=CC=CC=C1